OC[C@@]1(CN(CC1)C=1N=NC(=C2C1N=CC=C2)C2=C(C=C(C=C2)C(F)(F)F)O)C (S)-2-(8-(3-(hydroxymethyl)-3-methylpyrrolidin-1-yl)pyrido[2,3-d]pyridazin-5-yl)-5-(trifluoromethyl)phenol